C(#N)C1=CC=CC=2C=C(SC21)C2=C(C(=NC(=C2C(=O)N)CC(C)C)CCC2=CC=C(C=C2)F)C=2OC(=NN2)C 4-(7-cyano-1-benzothiophen-2-yl)-6-[2-(p-fluorophenyl)ethyl]-2-isobutyl-5-(5-methyl-1,3,4-oxadiazol-2-yl)nicotinamide